1-(5-(5-methoxy-2-(1-methyl-1H-pyrazol-4-yl)-4-nitrophenyl)piperidin-4-yl) piperazine-1-carboxylate N1(CCNCC1)C(=O)OC1CCNCC1C1=C(C=C(C(=C1)OC)[N+](=O)[O-])C=1C=NN(C1)C